CN(C1CNCC12COC2)C N,N-Dimethyl-2-oxa-6-azaspiro[3.4]octan-8-amine